ethyl 2-(6-fluoro-4-(4,4,5,5-tetramethyl-1,3,2-dioxaborolan-2-yl)-5-((triisopropylsilyl)ethynyl)naphthalen-2-yl)acetate FC=1C(=C2C(=CC(=CC2=CC1)CC(=O)OCC)B1OC(C(O1)(C)C)(C)C)C#C[Si](C(C)C)(C(C)C)C(C)C